tert-butyl N-[2-[[3-[[4-[4-(3,5-dichlorophenyl)piperazin-1-yl]sulfonyl-phenyl]carbamoyl]-4-[methyl(methylsulfonyl)amino]phenyl]methylcarbamoylamino] ethyl]carbamate ClC=1C=C(C=C(C1)Cl)N1CCN(CC1)S(=O)(=O)C1=CC=C(C=C1)NC(=O)C=1C=C(C=CC1N(S(=O)(=O)C)C)CNC(=O)NCCNC(OC(C)(C)C)=O